3-cyclohexylaminopropane sodium [Na].C1(CCCCC1)NCCC